5-(4-amino-1-((5,6,7,8-tetrahydropyrido[4,3-d]pyrimidin-2-yl)methyl)-1H-pyrazolo[3,4-d]pyrimidin-3-yl)benzo[d]oxazol-2-amine NC1=C2C(=NC=N1)N(N=C2C=2C=CC1=C(N=C(O1)N)C2)CC=2N=CC1=C(N2)CCNC1